tert-butyl (R)-3-((methanesulfonyl)oxy)pyrrolidine-1-carboxylate CS(=O)(=O)O[C@H]1CN(CC1)C(=O)OC(C)(C)C